FC(S(=O)(=O)OC1=NC(=NC(=C1)[C@@H](C)NC(C1=NC=C(C=C1)OC)=O)N1CCOCC1)(F)F (R)-6-(1-(5-methoxypicolinamido)ethyl)-2-morpholinopyrimidin-4-yl trifluoromethanesulfonate